2-cyclopropyl-5-((Trimethylsilyl)ethynyl)-1H-imidazole C1(CC1)C=1NC(=CN1)C#C[Si](C)(C)C